NC1=NNC2=CC(=CC=C12)B(O)O 3-AMINO-1H-INDAZOL-6-YLBORONIC ACID